C(CCCCCCCCCCC)#N Lauronitril